O=C(CCCCC(=O)O)OC(CC)CCCCCCCC 6-oxo-6-(undec-3-yloxy)hexanoic acid